[2H][C@@](C(=O)O)(C([2H])([2H])C1=CN=CN1)N([2H])[2H] histidine-d5